ClC1=NC=C(C=N1)C=1CN(CC1)C(=O)OC(C)(C)C tert-butyl 3-(2-chloropyrimidin-5-yl)-2,5-dihydropyrrole-1-carboxylate